CC(=C)CC(CC(CC(CCC)C)C)C 2,4,6,8-tetramethyl-1-undecene